N1=CN=C2NC=NC2=C1NC(CCCCC(=O)OC=C)=O vinyl 6-((9H-purin-6-yl) amino)-6-oxohexanoate